4-((S)-4-acryloyl-2-methylpiperazin-1-yl)-7-(6-amino-3-chloro-2-fluorophenyl)-6-fluoro-1-(2-isopropyl-4-(methylsulfanyl)pyridin-3-yl)pyrido[2,3-d]pyrimidin-2(1H)-one C(C=C)(=O)N1C[C@@H](N(CC1)C=1C2=C(N(C(N1)=O)C=1C(=NC=CC1SC)C(C)C)N=C(C(=C2)F)C2=C(C(=CC=C2N)Cl)F)C